OC[C@@H]1N(C[C@@H]1C)C(=O)OC(C)(C)C tert-butyl (2R,3S)-2-(hydroxymethyl)-3-methylazetidine-1-carboxylate